17-heptacosenoic acid C(CCCCCCCCCCCCCCCC=CCCCCCCCCC)(=O)O